C(CCC)C1C(=NN(C1(C(=O)NCC1(COC1)OC)C)C1=C(C=C(C=C1)F)F)C1=CC=C(C=C1)F 4-butyl-1-(2,4-difluorophenyl)-3-(4-fluorophenyl)-N-((3-methoxyoxetan-3-yl)methyl)-5-methyl-4,5-dihydro-1H-pyrazole-5-carboxamide